C1(=CC=CC=C1)C1=NN=C(O1)CCC(=O)O 3-(5-phenyl-1,3,4-oxadiazol-2-yl)propanoic acid